(S)-3-methoxy-4-nitro-5-((oxetan-2-ylmethyl)amino)benzonitrile COC=1C=C(C#N)C=C(C1[N+](=O)[O-])NC[C@H]1OCC1